C(C1CO1)(=O)[O-] glycidat